5-{2-oxa-7-azaspiro[3.5]nonan-7-yl}-2H-pyrazolo[3,4-b]pyridin C1OCC12CCN(CC2)C2=CC=1C(N=C2)=NNC1